BrC1=NOC(C1)C1=CC(=C(N)C=C1)C=1N=CN(C1)C 4-(3-bromo-4,5-dihydroisoxazol-5-yl)-2-(1-methylimidazol-4-yl)aniline